7-(4-(2,2-Dimethylmorpholino)-6-fluoropyridin-2-yl)-5,6,7,8-tetrahydro-2,7-naphthyridine-3-carboxylic acid CC1(OCCN(C1)C1=CC(=NC(=C1)F)N1CCC=2C=C(N=CC2C1)C(=O)O)C